[Cu].[Zn].[Pt] platinum-zinc-copper